(2-(3-((1H-Pyrrolo[3,2-b]pyridin-5-yl)oxy)phenyl)-1H-imidazol-5-yl)(phenyl)methanol N1C=CC2=NC(=CC=C21)OC=2C=C(C=CC2)C=2NC(=CN2)C(O)C2=CC=CC=C2